9-(dimethyl-bornyl)-3,6-diphenyl-9H-carbazole CC1C(C2(CCC1C2(C)C)C)(N2C1=CC=C(C=C1C=1C=C(C=CC21)C2=CC=CC=C2)C2=CC=CC=C2)C